(S)-1-Amino-2-(1-(but-2-ynoyl)piperidin-2-yl)-4-(4-((4-iodopyridin-2-yl)carbamoyl)phenyl)-1H-imidazol-5-carboxamid NN1C(=NC(=C1C(=O)N)C1=CC=C(C=C1)C(NC1=NC=CC(=C1)I)=O)[C@H]1N(CCCC1)C(C#CC)=O